FC1=CC=C(C=C1)CCN1[C@@H]([C@H]([C@@H]([C@H](C1)O)O)O)C (2R,3R,4R,5S)-1-(4-fluorophenylethyl)-2-methylpiperidine-3,4,5-triol